C(C)O[Si](CCCN)(OCC)OCC 3-triethoxysilylpropylamin